bismuth carbonate C([O-])([O-])=O.[Bi+3].C([O-])([O-])=O.C([O-])([O-])=O.[Bi+3]